2-((6-azaspiro[3.4]octane-6-yl)methyl)-6-((4-(6-selenocyano-1H-indazol-4-yl)-1H-1,2,3-Triazol-1-yl)methyl)-1H-indole-1-carboxylic acid tert-butyl ester C(C)(C)(C)OC(=O)N1C(=CC2=CC=C(C=C12)CN1N=NC(=C1)C1=C2C=NNC2=CC(=C1)[Se]C#N)CN1CC2(CCC2)CC1